2-phenyl-N-(pyridin-2-yl)-3-(tetrahydrofuran-2-yl)propionamide C1(=CC=CC=C1)C(C(=O)NC1=NC=CC=C1)CC1OCCC1